tert-Butyl N-(2-allyloxy-1,1-dimethyl-ethyl)carbamate C(C=C)OCC(C)(C)NC(OC(C)(C)C)=O